CC1(C[C@H](C2=C(C=CC=C12)NC(=O)C=1C(=NN(C1)C)C(F)F)C)C (R)-(-)-N-(1,1,3-trimethylindan-4-yl)-1-methyl-3-difluoromethylpyrazole-4-carboxamide